CC1(C(OC(C1)(C)C)=O)CS(=O)(=O)Cl (3,5,5-trimethyl-2-oxotetrahydrofuran-3-yl)methylsulfonyl chloride